N-((1s,4s)-4-((7-Morpholino-1,6-naphthyridin-5-yl)oxy)cyclohexyl)tetrahydrofuran-2-carboxamide O1CCN(CC1)C1=NC(=C2C=CC=NC2=C1)OC1CCC(CC1)NC(=O)C1OCCC1